ClC=1N=C(N2C1C(=CC(=C2)S(=O)(=O)Cl)OC2CCOCC2)C=2SC(=NN2)C(F)F 1-chloro-3-(5-(difluoromethyl)-1,3,4-thiadiazol-2-yl)-8-((tetrahydro-2H-pyran-4-yl)oxy)imidazo[1,5-a]pyridine-6-sulfonyl chloride